2-mesyl-1,3-oxazole S(=O)(=O)(C)C=1OC=CN1